N-methyl-N-(2,2,6,6-tetramethylpiperidin-4-yl)-1,2,4-triazin-3-amine CN(C=1N=NC=CN1)C1CC(NC(C1)(C)C)(C)C